(R)-N-[(1R)-1-[4-[(4-methoxyphenyl)methylamino]-6-(trifluoromethyl)-2-pyridyl]ethyl]-2-methyl-propane-2-sulfinamide COC1=CC=C(C=C1)CNC1=CC(=NC(=C1)C(F)(F)F)[C@@H](C)N[S@](=O)C(C)(C)C